CN1CC(C(CC1)C1C(C1)(C(=O)N)CC1=CC(=CC=C1)C)C (1,3-dimethylpiperidin-4-yl)-1-(3-methylbenzyl)cyclopropane-1-carboxamide